C1(=CC=CC=C1)N=NC(=NNC1=CC=CC=C1)C1=CC=CC=C1 1,3,5-triphenylformazane